C(=O)O.ClC=1C=C(C(=NC1)OC)S(=O)(=O)NC1=C(C(=C(C=C1)F)C1=CC2=C(N=C(N=C2)N[C@@H]2CC[C@H](CC2)N(C)C)N(C1=O)C)F trans-5-chloro-N-(3-(2-((4-(dimethylamino)cyclohexyl)amino)-8-methyl-7-oxo-7,8-dihydropyrido[2,3-d]pyrimidin-6-yl)-2,4-difluorophenyl)-2-methoxypyridine-3-sulfonamide formic acid salt